CN1C(=NC2=C1C=CC=C2C=2C=NN(C2)C)N 1-methyl-4-(1-methyl-1H-pyrazol-4-yl)-1H-benzo[d]imidazol-2-amine